1-fluoro-N-(3-fluorophenyl)-6,7,8,9-tetrahydro-5H-5,8-epiminocyclohepta[c]pyridine-10-carboxamide FC1=NC=CC2=C1CC1CCC2N1C(=O)NC1=CC(=CC=C1)F